ClC1=CC=C(C2=C1C=C(O2)C)C(=O)NC2=CC=CC(=N2)C2CCN(CC2)CC2=NC1=C(N2C[C@H]2OCC2)C=C(C=C1)C(=O)[O-] (S)-2-((4-(6-(4-Chloro-2-methylbenzofuran-7-carboxamido)pyridin-2-yl)piperidin-1-yl)methyl)-1-(oxetane-2-yl Methyl)-1H-benzo[d]imidazole-6-carboxylate